C1(CC1)N1N=CC(=C1)C=1C=C(C=CC1)N(C(=O)[C@@H]1CC[C@H](CC1)C(=O)OC)C[C@@H]1CC[C@H](CC1)C=1C=C2C(=NN(C2=CC1)C)F trans-Methyl 4-((3-(1-cyclopropyl-1H-pyrazol-4-yl)phenyl)((trans-4-(3-fluoro-1-methyl-1H-indazol-5-yl)cyclohexyl)methyl)carbamoyl)-cyclohexanecarboxylate